C1(CC1)NC(C1=C(C=C(C=C1OC)C1=CN=C2N1C=CC(=C2)OCC2NC(CC2)=O)OC(F)F)=O N-cyclopropyl-2-(difluoromethoxy)-6-methoxy-4-[7-[(5-oxopyrrolidin-2-yl)methoxy]imidazo[1,2-a]pyridin-3-yl]benzamide